CN1C(N(CC=2C1=NC(=NC2)NC2=CC=C(C=C2)N2CCN(CC2)C)C2CCN(CC21CCC1)C(C=C)=O)=O 1-methyl-7-[4-(4-methylpiperazin-1-yl)anilino]-3-(6-prop-2-enoyl-6-azaspiro[3.5]nonan-9-yl)-4H-pyrimido[4,5-d]pyrimidin-2-one